ClC1=C(C=C(CN2[C@@H](CN(CC2)C(=O)N2N=C(C=C2)NS(=O)(=O)C)C)C=C1)N1CCC(CC1)C(F)(F)F (R)-N-(1-(4-(4-Chloro-3-(4-(trifluoromethyl)piperidin-1-yl)benzyl)-3-methylpiperazine-1-carbonyl)-1H-pyrazol-3-yl)methanesulfonamide